N1=C(N=CC(=C1)C1C(C1)C1=CC2=C(N(C=N2)CCCOC)C(=C1)F)C1=NC=CC=N1 5-(2-([2,2'-bipyrimidin]-5-yl)cyclopropyl)-7-fluoro-1-(3-methoxypropyl)-1H-benzo[d]imidazole